C(C)(C)(C)OC(=O)N1[C@@H](CN([C@H](C1)C)C=1C2=C(N=CN1)N(C(=C2I)C)COCC[Si](C)(C)C)C (2R,5S)-4-(5-iodo-6-methyl-7-((2-(trimethylsilyl)ethoxy)methyl)-7H-pyrrolo[2,3-d]pyrimidin-4-yl)-2,5-dimethylpiperazine-1-carboxylic acid tert-butyl ester